FC(C(C(F)(F)F)(O)C1=CC=C(C=C1)C1=C(C=C(C=C1)CN1CC(N(CC1)CC1=CC=NC=C1)C(=O)OCCOCC)C)(F)F 2-ethoxyethyl 4-((4'-(1,1,1,3,3,3-hexafluoro-2-hydroxypropan-2-yl)-2-methyl-[1,1'-biphenyl]-4-yl)methyl)-1-(pyridin-4-ylmethyl)piperazine-2-carboxylate